CC1(C(C(=C(C=C1CCCCC)O)C1=CC=CC=C1)O)C1=NC=CC=C1 3-methyl-4-pentyl-3-(pyridin-2-yl)-[1,1'-biphenyl]-2,6-diol